N-(3,4-Dihydroxybutan-2-yl)-2-(1-methyl-1H-pyrazol-4-yl)-6-[4-(trifluoromethoxy)phenyl]pyrimidin OC(C(C)N1C(N=CC=C1C1=CC=C(C=C1)OC(F)(F)F)C=1C=NN(C1)C)CO